6-((4-((tert-Butyldiphenylsilyl)oxy)butyl)(methyl)amino)-11-((2-((3-cyclohexyl-propanoyl)oxy)octyl)thio)undecyl 2-hexyldecanoate C(CCCCC)C(C(=O)OCCCCCC(CCCCCSCC(CCCCCC)OC(CCC1CCCCC1)=O)N(C)CCCCO[Si](C1=CC=CC=C1)(C1=CC=CC=C1)C(C)(C)C)CCCCCCCC